1-phenyl-3-(2-thienyl)hept-6-en-1-yn-3-ol C1(=CC=CC=C1)C#CC(CCC=C)(O)C=1SC=CC1